CC1=C(C2=C(N=CN=C2NC2(CC2)C)O1)C(=O)NC(C)C1=NC=NC=C1 6-methyl-4-[(1-methylcyclopropyl)amino]-N-[1-(pyrimidin-4-yl)ethyl]furo[2,3-d]pyrimidine-5-carboxamide